2,3-dimercaptosuccinic acid (2-mercaptoethyl) ester SCCOC(C(C(C(=O)O)S)S)=O